[6-(2,2-dimethylpiperazine-1-carbonyl)-1H-indol-2-yl]-6,6-dimethyl-4,5,6,7-tetrahydro-1H-indazole dihydrochloride Cl.Cl.CC1(N(CCNC1)C(=O)C1=CC=C2C=C(NC2=C1)N1N=CC=2CCC(CC12)(C)C)C